lithium magnesium thio-phosphate P(=S)([O-])([O-])[O-].[Mg+2].[Li+]